1-chloroethyl 2,2-dimethylpropanoate CC(C(=O)OC(C)Cl)(C)C